COC(=O)C1=CC2=C(C=3N(C(N2)=O)C=CC3)N=C1 6-oxo-5,6-dihydropyrido[2,3-e]pyrrolo[1,2-c]pyrimidine-3-carboxylic acid methyl ester